C(C)(C)(C)C=1C=NN(C1)C1=CC(=C(C(=C1)F)N1C(C2(N3C1=NC=C3C3(COC3)O)CC2)=O)F 7'-[4-(4-tert-butylpyrazol-1-yl)-2,6-difluoro-phenyl]-3'-(3-hydroxyoxetan-3-yl)spiro[cyclopropane-1,5'-imidazo[1,2-a]imidazole]-6'-one